ethyl α-chloropropionate ClC(C(=O)OCC)C